COCCN1N=CC(=C1[C@H]1[C@@H](CN(CC1)C1=CC(=NC(=N1)C(F)(F)F)C1C(C(C1)N1CCN(CC1)C(=O)OC(C)(C)C)(C)C)C)C tert-butyl 4-(3-(6-((3S,4R)-4-(1-(2-methoxyethyl)-4-methyl-1H-pyrazol-5-yl)-3-methylpiperidin-1-yl)-2-(trifluoromethyl)pyrimidin-4-yl)-2,2-dimethylcyclobutyl)piperazine-1-carboxylate